(R)-1-(3-amino-4-(phenylthio)butyl)piperidin-4-ol hydrochloride Cl.N[C@H](CCN1CCC(CC1)O)CSC1=CC=CC=C1